ethyl (S)-2-((5-(pyridin-4-yl)pyrimidin-2-yl)amino)-9-(5,6,7,8-tetrahydro-1,8-naphthyridin-2-yl)nonanoate N1=CC=C(C=C1)C=1C=NC(=NC1)N[C@H](C(=O)OCC)CCCCCCCC1=NC=2NCCCC2C=C1